CC1(OB(OC1(C)C)C=1C=NC(=NC1)N(CCO)CCO)C 2,2'-((5-(4,4,5,5-tetramethyl-1,3,2-dioxaborolan-2-yl)pyrimidin-2-yl)azanediyl)bis(ethan-1-ol)